ClC1=C(C(=CC(=C1Cl)Cl)OC)C1CCN(CC1)C(=O)N 4-(2,3,4-trichloro-6-methoxyphenyl)piperidine-1-carboxamide